ClC1=CC=C2CCN(C2=C1)C1=NC=NC2=CC=C(C=C12)C=1C=C2C(=NC1)NC(O2)=O 6-[4-(6-chloroindolin-1-yl)quinazolin-6-yl]-3H-oxazolo[4,5-b]pyridin-2-one